FC1=C(C(=O)NC2=CC(=NC=C2)C(=O)N(C)C)C(=CC=C1C(F)(F)F)OC1=C(C=C(C=C1)OC(F)(F)F)OC 4-[[2-fluoro-6-[2-methoxy-4-(trifluoromethoxy)phenoxy]-3-(trifluoromethyl)benzoyl]amino]-N,N-dimethyl-pyridine-2-carboxamide